4-chloro-1-cyclopentyl-1H-imidazol ClC=1N=CN(C1)C1CCCC1